N,N'-diallyl-6-chloro-1,3,5-triazine-2,4-diamine C(C=C)NC1=NC(=NC(=N1)NCC=C)Cl